15-((tert-butoxycarbonyl)amino)pentadecyl methanesulfonate CS(=O)(=O)OCCCCCCCCCCCCCCCNC(=O)OC(C)(C)C